tert-butyl-3,4-dihydroxypyrrolidine lanthanum titanium aluminum phosphate P(=O)([O-])([O-])[O-].[Al+3].[Ti+4].[La+3].C(C)(C)(C)N1CC(C(C1)O)O